FC1=NC(=C2N=CN(C2=N1)C1OCCC1)NCC1=CC=C(O1)C 2-fluoro-6-[(5-methylfurfuryl)amino]-9-(tetrahydrofuran-2-yl)-9H-purine